NC1=C(N=CC2=C(C(=CC=C12)F)C=1C(=CC2=C(OCC(N2C)=O)C1)OC)C(=O)NCCC 4-amino-7-fluoro-8-(6-methoxy-4-methyl-3-oxo-3,4-dihydro-2H-benzo[b][1,4]oxazin-7-yl)-N-propylisoquinoline-3-carboxamide